N-(benzo[d][1,3]dioxol-5-ylmethyl)-1,1-diphenylmethylamine O1COC2=C1C=CC(=C2)CNC(C2=CC=CC=C2)C2=CC=CC=C2